4-(2-chloro-7-(hydroxy(3-(pivaloyloxy)naphthalen-1-yl)methyl)-5H-pyrrolo[3,2-d]pyrimidin-4-yl)piperazine-1-carboxylic acid benzyl ester C(C1=CC=CC=C1)OC(=O)N1CCN(CC1)C=1C2=C(N=C(N1)Cl)C(=CN2)C(C2=CC(=CC1=CC=CC=C21)OC(C(C)(C)C)=O)O